[N+](=O)([O-])C(=CCC=CCC=CCC=CCCCC(=O)O)CCCCC 15-nitro-5,8,11,14-eicosatetraenoic acid